ClC1=CC=2C=3C=CC(=CC3N(C(N(C2N=C1)CC)=O)C1=C(C=C(C=C1F)NCCN1CCOCC1)F)C#N 4-chloro-10-(2,6-difluoro-4-{[2-(morpholin-4-yl)ethyl]amino}phenyl)-8-ethyl-9-oxo-6,8,10-triazatricyclo[9.4.0.02,7]pentadeca-1(11),2(7),3,5,12,14-hexaene-13-carbonitrile